C(C)(C)(C)OC(=O)N1[C@H]([C@H](CCC1)NS(=O)(=O)C)CC=1C=NC(=CC1)Cl cis-2-((6-chloropyridin-3-yl)methyl)-3-((methylsulfonyl)amino)piperidine-1-carboxylic acid tert-butyl ester